3-bromo-4-methylbenzophenone BrC=1C=C(C(=O)C2=CC=CC=C2)C=CC1C